2-(6-(4-iodophenyl)-1,2,4,5-tetrazin-3-yl)ethane-1-amine IC1=CC=C(C=C1)C1=NN=C(N=N1)CCN